ClC1=C(C=CC(=C1)N)N(C)C 2-chloro-N,N-dimethyl-1,4-phenylenediamine